4-chloro-7-methoxy-1,8-naphthyridine-3-carboxylic acid methyl ester COC(=O)C=1C=NC2=NC(=CC=C2C1Cl)OC